Cl.CC1C(NC2=CC3=C(C=C2N1)OCC[C@H]1N(C3)CCNC1)=O (4aR)-10-methyl-2,3,4,4a,5,6,9,14-octahydro-1H,10H-pyrazino[1',2':5,6][1,5]oxazocino[2,3-g]quinoxalin-11(12H)-one hydrochloride